C1(CCC1)N1C(N(CC1)C1=CC(=C(N=N1)C(=O)NC([2H])([2H])[2H])NC1=C(C(=CC=C1)C1=NN(C=N1)C)OC([2H])([2H])[2H])=O 6-(3-cyclobutyl-2-oxo-imidazolidin-1-yl)-4-[3-(1-methyl-1,2,4-triazol-3-yl)-2-(trideuteriomethoxy)anilino]-N-(trideuteriomethyl)pyridazine-3-carboxamide